FC1=CC(=C(OC=2C(=CC(N(C2)C)=O)C=2C3=C(C(N(C2)C)=O)NC(=C3)C(=O)NCC(F)(F)F)C(=C1)C)C 4-(5-(4-fluoro-2,6-dimethylphenoxy)-1-methyl-2-oxo-1,2-dihydropyridin-4-yl)-6-methyl-7-oxo-N-(2,2,2-trifluoroethyl)-6,7-dihydro-1H-pyrrolo[2,3-c]pyridine-2-carboxamide